OC1(CCC(CC1)C1N=C2C=C(C(=CC2=C1)NC(=O)C1=NC(=CC=C1)C(F)(F)F)OC)CNC N-(2-((1s,4s)-4-hydroxy-4-((methylamino)methyl)cyclohexyl)-6-methoxy-2H-indol-5-yl)-6-(trifluoromethyl)pyridinecarboxamide